COC(CNC(=O)C1NC(CCC1O)C(=O)C=1C=CC=CC1)=O (6-(3-Benzenecarbonyl)-3-hydroxypiperidine-2-carbonyl)glycine methyl ester